1-(1-(piperidin-4-yl)-1H-indol-4-yl)dihydropyrimidine N1CCC(CC1)N1C=CC2=C(C=CC=C12)N1CNCC=C1